2-propen-1-yl 5-[1-(2,3-dimethylphenyl) ethyl]-1H-imidazole-1-carboxylate CC1=C(C=CC=C1C)C(C)C1=CN=CN1C(=O)OCC=C